ClC1=C(C=C2CN(CC2=C1)C)NC1=NC=C(C(=N1)C1=CC(=CS1)C(=O)N)C(F)(F)F 5-(2-((6-Chloro-2-methylisoindolin-5-yl)amino)-5-(trifluoromethyl)pyrimidin-4-yl)thiophene-3-carboxamide